C(C)(=O)OC1=C(C(=C(C(=C1F)F)F)F)F.[Na] sodium 2,3,4,5,6-pentafluorophenyl acetate